5-chloro-4-[(3-methoxy-2,6-dimethylphenyl)amino]-2-methyl-pyrimidine ClC=1C(=NC(=NC1)C)NC1=C(C(=CC=C1C)OC)C